methyl 2-[[(1R)-1-(3,6-dimethyl-4-oxo-2-phenyl-chromen-8-yl)ethyl]amino]-6-fluoro-benzoate CC1=C(OC2=C(C=C(C=C2C1=O)C)[C@@H](C)NC1=C(C(=O)OC)C(=CC=C1)F)C1=CC=CC=C1